OB1OC(C2=C1C=CC(=C2)NC2=NC=C(C(=N2)NC2=CC=CC=C2)C)C N2-(1-hydroxy-3-methyl-3H-2,1-benzoxaborol-5-yl)-5-methyl-N4-phenyl-pyrimidine-2,4-diamine